2-(4-((2-methoxy-5-methylbenzamido)methyl)-3-methylphenyl)-9,10-dihydro-4H-benzo[d]pyrazolo[1,5-a][1,3]diazepine-3-carboxamide COC1=C(C(=O)NCC2=C(C=C(C=C2)C2=NN3C(NC4=C(CC3)C=CC=C4)=C2C(=O)N)C)C=C(C=C1)C